1,1,3,3,3-pentaethoxy-1,3-disilapropane C(C)O[SiH](C[Si](OCC)(OCC)OCC)OCC